6-bromo-7-hydroxy-4-(hydroxymethyl)coumarin BrC=1C=C2C(=CC(OC2=CC1O)=O)CO